ClC=1C(=C(C=CC1)C1=CC(=CC=C1)C1=NC2=CC=CC=C2C(=N1)C1=CC=CC=C1)C1=NC(=NC(=N1)C1=CC=CC=C1)C1=CC=CC=C1 2-(3'-chloro-2'-(4,6-diphenyl-1,3,5-triazin-2-yl)-[1,1'-biphenyl]-3-yl)-4-phenylquinazoline